10-bromo-3-((8Z,11Z)-heptadeca-8,11-dien-1-yl)-5,5-dimethyl-2,4,6-trioxa-5-siladecane BrCCCCO[Si](OC(OC)CCCCCCC\C=C/C\C=C/CCCCC)(C)C